(3-cyclopropyl-5-(3-(4-(trifluoromethyl)phenyl)-1H-indazol-1-yl)phenyl)acrylamide C1(CC1)C=1C=C(C=C(C1)N1N=C(C2=CC=CC=C12)C1=CC=C(C=C1)C(F)(F)F)C(C(=O)N)=C